6-chloro-4-(3,6-dihydro-2H-thiopyran-4-yl)-1,3-dimethyl-1,3-dihydro-2H-imidazo[4,5-c]pyridin-2-one ClC1=CC2=C(C(=N1)C=1CCSCC1)N(C(N2C)=O)C